(16-(propylamino)-16-oxopalmitoyl)glycine C(CC)NC(CCCCCCCCCCCCCCC(=O)NCC(=O)O)=O